Ethyl 3-(3-(1-(5-(5-((4,6-difluoro-1H-indol-5-yl)oxy)-2-fluorophenyl)-4H-1,2,4-triazol-3-yl)ethyl)-2-fluorophenyl)propanoate FC1=C2C=CNC2=CC(=C1OC=1C=CC(=C(C1)C=1NC(=NN1)C(C)C=1C(=C(C=CC1)CCC(=O)OCC)F)F)F